N1C(N=CC=2CCCCC12)=O 5,6,7,8-tetrahydroquinazolinone